4-(3-isopropyl-5-(piperidin-4-yl)-1H-indol-2-yl)-6-methylnicotinamide C(C)(C)C1=C(NC2=CC=C(C=C12)C1CCNCC1)C1=CC(=NC=C1C(=O)N)C